tert-butyl N-[5-fluoro-1-oxido-6-[2-oxo-1-(2,2,3,3,3-pentafluoropropyl)-1,7-naphthyridin-6-yl]pyridin-1-ium-3-yl]-N-methyl-carbamate FC=1C=C(C=[N+](C1C=1C=C2C=CC(N(C2=CN1)CC(C(F)(F)F)(F)F)=O)[O-])N(C(OC(C)(C)C)=O)C